C(C)(C)OC1=CC=C(C(=O)OOC(C2=CC=C(C=C2)OC(C)C)=O)C=C1 bis(p-isopropoxy benzoyl) peroxide